benzyl-propyl-malonic acid dibutyl ester C(CCC)OC(C(C(=O)OCCCC)(CCC)CC1=CC=CC=C1)=O